FC1=C(C(=C(C=C1C1=NN(C2=C1C=NC(=C2)N2[C@@H](COCC2)C)C)C(F)(F)F)F)O (R)-2,6-Difluoro-3-(1-methyl-6-(3-methylmorpholino)-1H-pyrazolo[4,3-c]pyridin-3-yl)-5-(trifluoromethyl)phenol